C(C)(=O)NC1=CC(=C(OC=2C=C(OCCOC3CCN(CC3)C(=O)OC(C)(C)C)C=CC2)C=C1)C=1C2=C(C(N(C1)C)=O)NC=C2 tert-butyl 4-[2-[3-[4-acetamido-2-(6-methyl-7-oxo-1H-pyrrolo[2,3-c]pyridin-4-yl)phenoxy]phenoxy]ethoxy]piperidine-1-carboxylate